C(C)(=O)N1CC=2N(CC1)C(=NC2C=2C=CC=C1C=C(N=CC21)C=2C=CC(=NC2)C(=O)NCC#CC2=CC(=CC=C2)C2C(NC(CC2)=O)=O)CC 5-(8-(7-Acetyl-3-ethyl-5,6,7,8-tetrahydroimidazo[1,5-a]pyrazin-1-yl)isoquinolin-3-yl)-N-(3-(3-(2,6-dioxopiperidin-3-yl)phenyl)prop-2-yn-1-yl)picolinamide